2-bromo-5-nitropyrazine BrC1=NC=C(N=C1)[N+](=O)[O-]